N(C1=CC=CC=2C(C3=CC=CC=C3C(C12)=O)=O)C1=CC=CC=2C(C3=CC=CC=C3C(C12)=O)=O 1,1'-iminodianthraquinone